9,9',9'',9'''-(4-cyano-6-(pyridin-3-yl)benzene-1,2,3,5-tetrayl)tetrakis(9H-carbazole-3-carbonitrile) C(#N)C1=C(C(=C(C(=C1N1C2=CC=CC=C2C=2C=C(C=CC12)C#N)C=1C=NC=CC1)N1C2=CC=CC=C2C=2C=C(C=CC12)C#N)N1C2=CC=CC=C2C=2C=C(C=CC12)C#N)N1C2=CC=CC=C2C=2C=C(C=CC12)C#N